1,10-decandicarboxylic acid diethanolamine salt N(CCO)CCO.C(CCCCCCCCCC(=O)O)C(=O)O